(5-methyl-2-(trifluoromethyl)-6,7-dihydro-5H-benzo[c]imidazo[1,2-a]azepin-9-yl) methylsulfonate CS(=O)(=O)OC1=CC2=C(C=3N(C(CC2)C)C=C(N3)C(F)(F)F)C=C1